(E)-3-ethylsulfanyl-pyridine-2-carboxamide C(C)SC=1C(=NC=CC1)C(=O)N